1-({1-Methyl-6-[3-(trifluoromethyl)phenyl]-3,4-dihydro-2-naphthalenyl}methyl)-3-azetidinecarboxylic acid CC1=C(CCC2=CC(=CC=C12)C1=CC(=CC=C1)C(F)(F)F)CN1CC(C1)C(=O)O